FC1(C[C@H](N(C1)C(=O)OC(C)(C)C)C(=O)OCC1=CC=CC=C1)F (S)-2-Benzyl 1-tert-butyl 4,4-difluoropyrrolidine-1,2-dicarboxylate